3-(4-(2-(3-([1,1'-Biphenyl]-2-ylethynyl)-1H-indazole-5-carbonyl)-2,6-diazaspiro[3.5]nonane-6-carbonyl)phenyl)-N-methylpropanamide C1(=C(C=CC=C1)C#CC1=NNC2=CC=C(C=C12)C(=O)N1CC2(C1)CN(CCC2)C(=O)C2=CC=C(C=C2)CCC(=O)NC)C2=CC=CC=C2